ClC1=C(C(=C(C=C1OC)OC)Cl)C1=CC2=C(N=C(N=C2)SC)C(=N1)NCCCN(C)C N1-(6-(2,6-dichloro-3,5-dimethoxyphenyl)-2-(methylthio)pyrido[3,4-d]pyrimidin-8-yl)-N3,N3-dimethylpropane-1,3-diamine